N-[(1-methyl)benzo[b]pyrrol-3-ylmethyl]-N-[2-(2-pyridinyl)ethyl]-N'-(2-pyridylmethyl)-1,3-xylylenediamine CN1C2=C(C(=C1)CN(CC1=CC(=CC=C1)CNCC1=NC=CC=C1)CCC1=NC=CC=C1)C=CC=C2